di(undecyl) peroxide C(CCCCCCCCCC)OOCCCCCCCCCCC